S(C)(=O)(=O)[O-].COC=1C(C(=C(C(C1OC)O)CCCCCCCCCC[P+](C1=CC=CC=C1)(C1=CC=CC=C1)C1=CC=CC=C1)C)O (10-(4,5-dimethoxy-2-methyl-3,6-dihydroxy-1,4-cyclohexadienyl)decyl-triphenylphosphonium) mesylate